ClC1=C(C(=O)N(C)C)C=CC(=C1)OC1CC(C1)CC1CCN(CC1)C([C@](C(F)(F)F)(O)C1=CC(=CC=C1)OCC)=O |o1:25| 2-chloro-4-((1R,3s)-3-((1-((R or S)-2-(3-ethoxyphenyl)-3,3,3-trifluoro-2-hydroxypropanoyl)piperidin-4-yl)methyl)cyclobutoxy)-N,N-dimethylbenzamide